BrC1=CC=C(C=C1)N1N=C(C=C1C1CC1)C(C)(C)O 2-[1-(4-bromophenyl)-5-cyclopropylpyrazol-3-yl]propan-2-ol